C1(CC1)C(C1=CC(=NC=C1)NC([C@H](C1CCC(CC1)(F)F)NC(=O)C=1C(=NOC1)CC)=O)NC(CCC(F)(F)F)=O N-((1S)-2-((4-(cyclopropyl(4,4,4-trifluorobutanamido)methyl)pyridin-2-yl)amino)-1-(4,4-difluorocyclohexyl)-2-oxoethyl)-3-ethylisoxazole-4-carboxamide